rac-(1S*,3S*)-3-(3-chlorophenyl)-N-(6-(((6-cyclopropylimidazo[1,2-a]pyridin-2-yl)methyl)amino)pyrimidin-4-yl)-2,2-difluorocyclopropane-1-carboxamide ClC=1C=C(C=CC1)[C@H]1C([C@@H]1C(=O)NC1=NC=NC(=C1)NCC=1N=C2N(C=C(C=C2)C2CC2)C1)(F)F |r|